Allyl ether phosphate ammonium salt [NH4+].P(=O)([O-])([O-])[O-].C(C=C)OCC=C.[NH4+].[NH4+]